3-(5-((2-(4-((4'-chloro-4-methoxy-4-methyl-3,4,5,6-tetrahydro-[1,1'-biphenyl]-2-yl)methyl)piperazin-1-yl)ethyl)amino)-2-methyl-4-oxoquinazolin-3(4H)-yl)piperidine ClC1=CC=C(C=C1)C1=C(CC(CC1)(C)OC)CN1CCN(CC1)CCNC1=C2C(N(C(=NC2=CC=C1)C)C1CNCCC1)=O